C(C)C=1C(=NC=C(C1)NC(C(=O)N1[C@@H](CC[C@H](C1)C)C=1C=NC(=CC1)NC)=O)NC(OC(C)(C)C)=O tert-butyl N-[3-ethyl-5-[[2-[(2S,5R)-5-methyl-2-[6-(methylamino)-3-pyridyl]-1-piperidyl]-2-oxo-acetyl]amino]-2-pyridyl]carbamate